2-(6-fluoro-3-methyl-1H-indazol-1-yl)pyrimidine-5-carboxylic acid ethyl ester C(C)OC(=O)C=1C=NC(=NC1)N1N=C(C2=CC=C(C=C12)F)C